O-stearoyl-CoA C(CCCCCCCCCCCCCCCCC)(=O)O[C@H](C(COP(OP(OC[C@@H]1[C@H]([C@H]([C@@H](O1)N1C=NC=2C(N)=NC=NC12)O)OP(=O)(O)O)(=O)O)(=O)O)(C)C)C(=O)NCCC(=O)NCCS